C(CCCCCCCCCCCC)OCCCN 3-tridecyloxypropylamine